5-fluoro-N-(3-methyl-4-((1-methyl-1H-benzo[d][1,2,3]triazol-5-yl)oxy)phenyl)-6-(piperazin-1-yl)quinazolin-4-amine FC1=C2C(=NC=NC2=CC=C1N1CCNCC1)NC1=CC(=C(C=C1)OC1=CC2=C(N(N=N2)C)C=C1)C